N[C@@H]1CC[C@H](CC1)CCCOC1C[C@H](N([C@H](C1)C)C(=O)OC(C)(C)C)C (2R,4r,6S)-tert-Butyl 4-(3-((trans)-4-aminocyclohexyl)propoxy)-2,6-dimethylpiperidine-1-carboxylate